(t-butylcarbonyl)-L-lysine methyl ester hydrochloride Cl.COC([C@@H](NC(=O)C(C)(C)C)CCCCN)=O